2-oxazol-5-yl-4H-pyrazolo[1,5-a]pyrimidin-7-one O1C=NC=C1C1=NN2C(NC=CC2=O)=C1